COC1=CC=C(C=C1)CNC2=CC=CC=N2 N-(4-methoxybenzyl)pyridin-2-amine